(S)-1-(4-(1-(2,6-dichlorophenyl)azetidin-3-yl)-2,6-dimethyl-benzyl)pyrrolidine-3-carboxylic acid methyl ester COC(=O)[C@@H]1CN(CC1)CC1=C(C=C(C=C1C)C1CN(C1)C1=C(C=CC=C1Cl)Cl)C